N-(3-fluoro-3-methyl-4-piperidyl)-6-[3-(2-methoxy-4-methylsulfonyl-anilino)prop-1-ynyl]-1-(2,2,2-trifluoroethyl)benzimidazole-4-carboxamide FC1(CNCCC1NC(=O)C1=CC(=CC=2N(C=NC21)CC(F)(F)F)C#CCNC2=C(C=C(C=C2)S(=O)(=O)C)OC)C